C(N)(=O)C=1C=C(C=CC1F)NC(=O)C=1N(N=C(C1C(F)(F)F)C)CC1CCC(CC1)(F)F N-(3-carbamoyl-4-fluorophenyl)-2-[(4,4-difluorocyclohexyl)methyl]-5-methyl-4-(trifluoromethyl)pyrazole-3-carboxamide